C(C)(C)(C)OC(=O)N1C2=C(OCC(C1)=C)C=C(C(=C2)F)F 7,8-difluoro-3-methylene-3,4-dihydrobenzo[b][1,4]oxaazepine-5(2H)-carboxylic acid tert-butyl ester